(1s,2s)-2-fluorocyclopropylamine F[C@@H]1[C@H](C1)N